(aminomethyl)-N,N-dimethylcyclobutan-1-amine NCC1(CCC1)N(C)C